C1(CC1)C=1C=C(CC[C@]2(CN(CCC2)C2=CC(=C(C(=C2)F)S(=O)(=O)N(C2=NC=NC=C2)CC2=C(C=C(C=C2)OC)OC)F)N(C)C)C=CC1 (S)-4-(3-(3-Cyclopropylphenethyl)-3-(dimethylamino)piperidin-1-yl)-N-(2,4-dimethoxybenzyl)-2,6-difluoro-N-(pyrimidin-4-yl)benzenesulfonamide